tetrafluorohexene FC(C(=C(F)F)F)CCC